1-[bis(dimethylamino)-methylene]-1H-1,2,3-triazolo[4,5-b]Pyridinium-3-oxide Hexafluorophosphate F[P-](F)(F)(F)(F)F.CN(C)C(=[N+]1N=[N+](C2=NC=CC=C21)[O-])N(C)C